(2S)-1-{[6-(2-methylbiphenyl-3-yl)pyrrolo[1,2-c]pyrimidin-3-yl]methyl}piperidine-2-carboxylic acid CC1=C(C=CC=C1C=1C=C2N(C=NC(=C2)CN2[C@@H](CCCC2)C(=O)O)C1)C1=CC=CC=C1